ClC=1C=C(C=CC1)C#C\C=C/1\C(CN(CC1)C(=O)OCC)(C)C ethyl (4E)-4-[3-(3-chlorophenyl)prop-2-yn-1-ylidene]-3,3-dimethylpiperidine-1-carboxylate